4-[[3-[4-[2-[4-[[1-[5-(3-ethylphenyl)-3-methoxy-pyridine-2-carbonyl]-4-piperidyl]methyl]piperazin-1-yl]acetyl]piperazine-1-carbonyl]-4-fluoro-phenyl]methyl]-2H-phthalazin-1-one C(C)C=1C=C(C=CC1)C=1C=C(C(=NC1)C(=O)N1CCC(CC1)CN1CCN(CC1)CC(=O)N1CCN(CC1)C(=O)C=1C=C(C=CC1F)CC1=NNC(C2=CC=CC=C12)=O)OC